C(C(=O)O)C(CC(=O)O)(C(=O)O)O The molecule is a tricarboxylic acid that is propane-1,2,3-tricarboxylic acid bearing a hydroxy substituent at position 2. It is an important metabolite in the pathway of all aerobic organisms. It has a role as a food acidity regulator, a chelator, an antimicrobial agent and a fundamental metabolite. It is a conjugate acid of a citrate(1-) and a citrate anion.